N-((S)-4-(5-(5-fluoro-2-methoxypyridin-4-yl)-1H-pyrazole-3-carbonyl)-4-azaspiro[2.5]oct-7-yl)-4-hydroxy-4-(trifluoromethyl)cyclohexane-1-carboxamide FC=1C(=CC(=NC1)OC)C1=CC(=NN1)C(=O)N1C2(CC2)C[C@H](CC1)NC(=O)C1CCC(CC1)(C(F)(F)F)O